N'-(4-methylbenzoyl)-4-oxo-4H-benzopyran-2-carbohydrazide CC1=CC=C(C(=O)NNC(=O)C=2OC3=C(C(C2)=O)C=CC=C3)C=C1